2,5-dimethoxy-4-methylphenylamine COC1=C(C=C(C(=C1)C)OC)N